NC1=CC(=C(C=C1)N1CCC(CC1)C1CCN(CC1)C(=O)OC(C)(C)C)C(F)(F)F tert-butyl 4-[1-[4-amino-2-(trifluoromethyl)phenyl]-4-piperidyl]piperidine-1-carboxylate